C(C)(=O)C1=NN(C2=CC=C(C=C12)C=1C=NC(=NC1)C(C)C)CC(=O)O (3-acetyl-5-(2-isopropylpyrimidin-5-yl)-1H-indazol-1-yl)acetic acid